ethyl rac-(4R,5R)-4,5-dimethyl-3-oxo-5-(trifluoromethyl)tetrahydrofuran-2-carboxylate C[C@H]1C(C(O[C@]1(C(F)(F)F)C)C(=O)OCC)=O |r|